CSC1=NN=C(S1)C1CCC(C2=NOC(=C21)C(=O)N)=O (5-(methylthio)-1,3,4-thiadiazol-2-yl)-7-oxo-4,5,6,7-tetrahydrobenzo[c]isoxazole-3-carboxamide